4-(dimethylaminosulfonyl)benzenesulfonamide CN(S(=O)(=O)C1=CC=C(C=C1)S(=O)(=O)N)C